2-(4-(tert-butyl)benzyl)-4,6-dimethylpyrimidine-5-carboxylic acid C(C)(C)(C)C1=CC=C(CC2=NC(=C(C(=N2)C)C(=O)O)C)C=C1